((7-chloro-1-(((S)-1-ethylpyrrolidin-2-yl)methyl)-2,4-dioxo-1,2,3,4-tetrahydropyrido[2,3-d]pyrimidin-5-yl)oxy)methylpiperazin-1-formate ClC=1C=C(C2=C(N(C(NC2=O)=O)C[C@H]2N(CCC2)CC)N1)OCOC(=O)N1CCNCC1